1-(2-methoxy-6-nitrophenyl)-1H-pyrrole COC1=C(C(=CC=C1)[N+](=O)[O-])N1C=CC=C1